2,6-diphenyl-4-octadecyl-epoxyphenol C1(=CC=CC=C1)C12C(C(=CC(=C1O2)CCCCCCCCCCCCCCCCCC)C2=CC=CC=C2)O